OC1=C(C=C(C#N)C=C1I(=O)=O)I(=O)=O 4-hydroxy-3,5-diiodoxybenzonitrile